FC1=C(C(=CC(=C1)CNC1=NC(=CC(=C1)OC)C)O)N1CC(NS1(=O)=O)=O 5-[2-fluoro-6-hydroxy-4-[[(4-methoxy-6-methyl-2-pyridinyl)amino]methyl]phenyl]-1,1-dioxo-1,2,5-thiadiazolidin-3-one